N-(5-(2-(4-azaspiro[2.4]heptan-4-yl)acetamido)-2-methylpyridin-3-yl)-7-(pyrazin-2-yl)-[1,2,4]triazolo[4,3-a]pyridine-3-carboxamide C1CC12N(CCC2)CC(=O)NC=2C=C(C(=NC2)C)NC(=O)C2=NN=C1N2C=CC(=C1)C1=NC=CN=C1